O1C=CC2=CC=CC=C12 coumarone